ClC1=C(C=CC2=C1NC(=N2)C(=O)N2[C@@H](C=1C=CC=NC1CC2)C)C (R)-(7-Chloro-6-methyl-1H-benzo[d]imidazol-2-yl)(5-methyl-7,8-dihydro-1,6-naphthyridin-6(5H)-yl)methanone